3-chloro-2-(3,3-difluoro-1-methyl-cyclopentyl)-6-methyl-5-(4,4,5,5-tetramethyl-1,3,2-dioxaborolan-2-yl)pyridine ClC=1C(=NC(=C(C1)B1OC(C(O1)(C)C)(C)C)C)C1(CC(CC1)(F)F)C